1,4-diazabicyclo[3.2.2]nonan-4-yl-[3-(6-fluoro-4-methyl-3-pyridyl)-5,7-dihydro-4H-pyrano[3,4-c]pyrazol-1-yl]methanone N12CCN(C(CC1)CC2)C(=O)N2N=C(C1=C2COCC1)C=1C=NC(=CC1C)F